fluoro-2'-C-methylguanosine F[C@@]1([C@](O)([C@H](O)[C@@H](CO)O1)C)N1C=NC=2C(=O)NC(N)=NC12